(3S)-4-acetyl-6-fluoro-3-methyl-3,5-dihydro-2H-1,4-benzoxazepine-8-carboxamide C(C)(=O)N1[C@H](COC2=C(C1)C(=CC(=C2)C(=O)N)F)C